N-(2-Chloro-4-(trifluoromethyl)phenyl)-2-(5-ethyl-6-(4-(5-hydroxy-6-methylpyrimidine-4-carbonyl)piperazin-1-yl)-7-oxo-2-(phenylamino)-[1,2,4]triazolo[1,5-a]pyrimidin-4(7H)-yl)acetamide ClC1=C(C=CC(=C1)C(F)(F)F)NC(CN1C=2N(C(C(=C1CC)N1CCN(CC1)C(=O)C1=NC=NC(=C1O)C)=O)N=C(N2)NC2=CC=CC=C2)=O